C(C)(C)(C)C1=CC=C(C(=N1)C1=CC=C(C=C1)C)C(=O)NS(=O)(=O)C1=C(C=CC=C1)C#N 6-tert-Butyl-N-(2-cyanophenyl)sulfonyl-2-(p-tolyl)pyridin-3-carboxamid